methyl (E)-3-(4-((tert-butoxycarbonyl)amino)but-2-en-1-yl)-2-(1-ethyl-3-methyl-1H-pyrazole-5-carboxamido)-3H-imidazo[4,5-b]pyridine-6-carboxylate C(C)(C)(C)OC(=O)NC/C=C/CN1C(=NC=2C1=NC=C(C2)C(=O)OC)NC(=O)C2=CC(=NN2CC)C